[Cl-].C1C=[NH+]C=2C=CC3=C(C12)C=CC=C3 1H-benzo[e]indolium chlorid